tert-butyl 4-(2-(2,6-dioxopiperidin-3-yl)-1-oxoisoindolin-5-yl)-3,3-difluoro-3,6-dihydropyridine-1(2H)-carboxylate O=C1NC(CCC1N1C(C2=CC=C(C=C2C1)C=1C(CN(CC1)C(=O)OC(C)(C)C)(F)F)=O)=O